C1(=CC=CC=2SC3=C(C21)C=CC=C3)C[P+](C3=CC=CC=C3)(C3=CC=CC=C3)C3=CC=CC=C3 dibenzothienylmethyl-triphenylphosphonium